1-(4-morpholinyl-benzyl-phenyl)butanone N1(CCOCC1)C1=CC=C(CC2=C(C=CC=C2)CC(CC)=O)C=C1